N,N',2-tri-hydroxy-butane-diamide ONC(C(CC(=O)NO)O)=O